2-(2,6-dichloro-4-(6-(difluoromethyl)-3,5-dioxo-4,5-dihydro-1,2,4-triazin-2(3H)-yl)phenoxy)-N-(3,3-difluorocyclobutyl)-5-hydroxypyridine-4-sulfonamide ClC1=C(OC2=NC=C(C(=C2)S(=O)(=O)NC2CC(C2)(F)F)O)C(=CC(=C1)N1N=C(C(NC1=O)=O)C(F)F)Cl